(S)-(4-(3-chlorophenethyl)piperazin-2-yl)methanol HCl salt Cl.ClC=1C=C(CCN2C[C@H](NCC2)CO)C=CC1